3-((2-((1-methyl-1H-indazol-6-yl)amino)quinazolin-4-yl)amino)propan-1-ol CN1N=CC2=CC=C(C=C12)NC1=NC2=CC=CC=C2C(=N1)NCCCO